ClC=1C=C2C(=NC1C1=CC=C(C=C1)C1=CC=C(C=C1)C(=O)OC)N=C(N2C=O)O[C@H]2[C@@H]1[C@H](OC2)[C@@H](CO1)O methyl 4'-(6-chloro-1-formyl-2-(((3R,3aR,6R,6aR)-6-hydroxyhexahydrofuro[3,2-b]furan-3-yl)oxy)-1H-imidazo[4,5-b]pyridin-5-yl)-[1,1'-biphenyl]-4-carboxylate